BrC1=CC=C2C3(CC=4C(=NOC4C2=C1F)C=1C(=C(C=CC1)S(=O)(=O)N)OC)CC3 (8'-bromo-9'-fluoro-4'H-spiro[cyclopropane-1,5'-naphtho[2,1-d]isoxazol]-3'-yl)-2-methoxybenzenesulfonamide